N-ethylaminomethyl-dimethoxy-methylsilane C(C)NC[Si](C)(OC)OC